C(C)(C)N(P(O[C@@H]1[C@H](O[C@H](C1)N1C(NC(C(=C1)C)=O)=O)COC(C1=CC=CC=C1)(C1=CC=C(C=C1)OC)C1=CC=C(C=C1)OC)OCCC#N)C(C)C (2R,3S,5R)-2-((bis(4-methoxyphenyl)(phenyl)methoxy)methyl)-5-(5-methyl-2,4-dioxo-3,4-dihydropyrimidin-1(2H)-yl)tetrahydrofuran-3-yl (2-cyanoethyl) diisopropylphosphoramidite